N1CC(C1)N1CCC2(CC(C2)N2CCC(CC2)N2N=C(C=3C2=NC=NC3N)C3=CC=C(C=C3)OC3=CC=CC=C3)CC1 1-(1-(7-(azetidin-3-yl)-7-azaspiro[3.5]non-2-yl)piperidin-4-yl)-3-(4-phenoxyphenyl)-1H-pyrazolo[3,4-d]pyrimidin-4-amine